CC1=C(CNC2=NC(=NC=C2C(F)(F)F)NC2=CC=C(C(=O)N)C=C2)C(=CC=C1)N(S(=O)(=O)C)C 4-{[4-({2-methyl-6-[methyl(methylsulfonyl)amino]benzyl}amino)-5-(trifluoromethyl)pyrimidin-2-yl]amino}benzamide